6-fluoro-3-{[3-fluoro-2-(methylaminosulfonylamino)-4-pyridyl]methyl}-7-(3-pyridazinyloxy)-2H,3H-spiro[1,3-benzoxazine-4,1'-cyclobutan]-2-one FC=1C(=CC2=C(C1)C1(CCC1)N(C(O2)=O)CC2=C(C(=NC=C2)NS(=O)(=O)NC)F)OC=2N=NC=CC2